C(C)(C)OC(=O)OC(C)OC(=O)[C@@]1(NC[C@@H]2NCC[C@@H]21)CCCCB(O)O 4-((3aS,4R,6aR)-4-((1-(isopropoxycarbonyloxy)ethoxy)carbonyl)octahydropyrrolo[3,4-b]pyrrol-4-yl)butylboronic acid